(S)-2-((((9H-fluoren-9-yl)methoxy)carbonyl)amino)-4-(4-methoxyphenyl)butanoic Acid C1=CC=CC=2C3=CC=CC=C3C(C12)COC(=O)N[C@H](C(=O)O)CCC1=CC=C(C=C1)OC